ClC1=CC=C(C=C1)C=1C(=NC(=NC1)C=1C=NC=CC1)NCC1CN(CCC1)C1CCCCC1 (4-chlorophenyl)-N-((1-cyclohexylpiperidin-3-yl)methyl)-2-(pyridin-3-yl)pyrimidin-4-amine